ClC1=C(C=2N=C(N=C(C2C=N1)N1[C@H]2[C@H]([C@H]2COCC1)F)OC([2H])([2H])[C@]12CCCN2C[C@@H](C1)F)F (1R,7R,8S)-2-(7-Chloro-8-fluoro-2-(((2R,7aS)-2-fluorotetrahydro-1H-pyrrolizin-7a(5H)-yl)methoxy-d2)pyrido[4,3-d]pyrimidin-4-yl)-8-fluoro-5-oxa-2-azabicyclo[5.1.0]octane